NC1=NC=NN2C1=C(C=C2C=2N=C(SC2)C(=O)NC)N2CC(CCC2)N 4-(4-amino-5-(3-aminopiperidin-1-yl)pyrrolo[2,1-f][1,2,4]triazin-7-yl)-N-methylthiazole-2-carboxamide